CC(C)(C)OC(=O)N[C@H](CC1=CC=C(C=C1)O)C(=O)O N-t-Boc-D-tyrosine